2-[(1-methyl-1H-pyrazol-5-yl)methoxy]ethan-1-ol tri-ammonium phosphate P(=O)([O-])([O-])[O-].[NH4+].[NH4+].[NH4+].CN1N=CC=C1COCCO